(Z)-methyl-2-((2-cyano-1-(pyridin-4-yl)vinyl)oxy)acetate COC(CO\C(=C/C#N)\C1=CC=NC=C1)=O